(R)-tert-butyl 2-amino-4-methyl-6,7-dihydrothiazolo[5,4-c]pyridine-5(4H)-carboxylate NC=1SC=2[C@H](N(CCC2N1)C(=O)OC(C)(C)C)C